3-methoxy-6,6-dimethylcyclohex-2-en-1-one COC1=CC(C(CC1)(C)C)=O